1-methylcyclohexane-1-carboxylate CC1(CCCCC1)C(=O)[O-]